B(O)O.OC[C@H](O)[C@@H](O)[C@H](O)[C@H](O)CO sorbitol boronate